C(C1=CC=CC=C1)N(C1CCN(CC1)S(=O)(=O)C=1C=CC(=NC1)N1C(OCC1)=O)C 3-(5-((4-(Benzyl(methyl)amino)piperidin-1-yl)sulfonyl)pyridin-2-yl)oxazolidin-2-one